8-bromo-6-fluoro-2',3',5',6'-tetrahydro-3H-spiro[benzo[b][1,4]oxazepin-2,4'-pyran]-4(5H)-one BrC=1C=C(C2=C(OC3(CCOCC3)CC(N2)=O)C1)F